NC1=C2N=CN(C2=NC=N1)[C@H]1C(C([C@H](O1)CCO)O[Si](C)(C)C(C)(C)C)OC 2-[(2R,5R)-5-(6-aminopurin-9-yl)-3-[tert-butyl(dimethyl)silyl]oxy-4-methoxy-tetrahydrofuran-2-yl]ethanol